FC1([C@@H](CN(C1)C1=NOC(C1)C1=C(C=C(C=C1F)C)C1=C(C=CC=C1F)F)NS(=O)(=O)C)F N-{(3R)-4,4-difluoro-1-[5-(2',3,6'-trifluoro-5-methyl[1,1'-biphenyl]-2-yl)-4,5-dihydro-1,2-oxazol-3-yl]pyrrolidin-3-yl}methanesulfonamide